CNC(=O)C1=CC=CC=N1 6-(methylcarbamoyl)pyridin